FC1=C(CC2(CC(C2)F)CNC(=O)C=2NC(C=CN2)=O)C=CC(=C1)F N-(((1s,3r)-1-(2,4-difluorobenzyl)-3-fluorocyclobutyl)methyl)-6-oxo-1,6-dihydropyrimidine-2-carboxamide